FC(CC(CO)O)(C(C(C(C(C(C(C(C(F)(F)F)(F)F)(F)F)(F)F)(F)F)(F)F)(F)F)(F)F)F 2,2,3,3,4,4,5,5,6,6,7,7,8,8,9,9,10,10,10-nonadecafluorodecyl-ethylene glycol